FC(=C1CC(CCC1)NC1=CC=NC=C1)F 4-((3-(difluoromethylene)cyclohexyl)amino)pyridin